benzyl-dimethyl-piperidine C(C1=CC=CC=C1)N1CCC(CC1)(C)C